methyl 4-amino-1-[(2R)-6-amino-2-[[2-[[(2R)-2-[[(2R)-2-amino-3-phenyl-propanoyl]amino]-3-phenyl-propanoyl]amino]-6,6,6-trifluoro-hexanoyl]amino]hexanoyl]piperidine-4-carboxylate NC1(CCN(CC1)C([C@@H](CCCCN)NC(C(CCCC(F)(F)F)NC([C@@H](CC1=CC=CC=C1)NC([C@@H](CC1=CC=CC=C1)N)=O)=O)=O)=O)C(=O)OC